CC1=C(C(CCC1)(C)C)/C=C/C(=C/C=C/C(=C/C=C/C=C(\C)/C=C/C=O)/C)/C 10'-Apo-beta-carotenal